2,2-difluoro-1-(1-phenyl-1H-indol-3-yl)ethan-1-ol FC(C(O)C1=CN(C2=CC=CC=C12)C1=CC=CC=C1)F